O[C@H]1[C@H]2[C@@H]3CC[C@H]([C@@H](CCCC(C)C)C)[C@]3(CC[C@@H]2[C@]2(CCC(C=C2C1)=O)C)C 7α-Hydroxycholest-4-en-3-on